2-(1,3-di-tert-butyl-2-oxoimidazolidin-4-yl)-4-phenyl-N-(quinolin-8-yl)butanamide C(C)(C)(C)N1C(N(C(C1)C(C(=O)NC=1C=CC=C2C=CC=NC12)CCC1=CC=CC=C1)C(C)(C)C)=O